ClC=1C(=CC(=C(CN2[C@@H](CCCC2)C(=O)O)C1)OCCCC(F)(F)F)OCC1=C(C(=CC=C1)C1=CC2=C(OCCO2)C=C1)C (S)-1-(5-Chloro-4-((3-(2,3-dihydrobenzo[b][1,4]dioxin-6-yl)-2-methylbenzyl)oxy)-2-(4,4,4-trifluorobutoxy)benzyl)piperidine-2-carboxylic acid